5-((4-methoxyphenyl)amino)pyridin-2(1H)-one COC1=CC=C(C=C1)NC=1C=CC(NC1)=O